CC1=CC=C(C=C1)S(=O)(=O)[O-].C(#N)[C@H]1N(CC(C1)(F)F)C(CNC(=O)C1=CC=NC2=CC=C(C=C12)OCCOCC[N+](C)(C)CCF)=O (S)-2-(2-((4-((2-(2-cyano-4,4-difluoropyrrolidin-1-yl)-2-oxoethyl)carbamoyl)quinolin-6-yl)oxy)ethoxy)-N-(2-fluoroethyl)-N,N-dimethylethan-1-aminium 4-methylbenzenesulfonate